2,4,6-tris(trifluoroethoxy)-1,3,5-triazine FC(COC1=NC(=NC(=N1)OCC(F)(F)F)OCC(F)(F)F)(F)F